5-(2-chlorophenoxy)-3-((4-(hydroxymethyl)benzyl)amino)-4H-benzo[e][1,2,4]thiadiazine 1,1-dioxide ClC1=C(OC2=CC=CC3=C2NC(=NS3(=O)=O)NCC3=CC=C(C=C3)CO)C=CC=C1